CS(=O)(=O)N1CC(CCC1)NC=1C=CNC1 4-((1-(methylsulfonyl)piperidin-3-yl)amino)-1H-pyrrole